C(#N)C[C@H](C1CCCC1)N1N=CC(=C1)C=1C2=C(N=CN1)N(C=C2)C(CC2=CC=C(C=C2)NC(C)=O)=O (R)-N-(4-(2-(4-(1-(2-cyano-1-cyclopentylethyl)-1H-pyrazol-4-yl)-7H-pyrrolo[2,3-d]pyrimidin-7-yl)-2-oxoethyl)phenyl)acetamide